6-(2-chlorophenyl)-2-({3-fluoro-4-[2-(4-methylpiperazin-1-yl)ethoxy]phenyl}amino)imidazo[1,2-a]pyrimido[5,4-e]pyrimidin-5(6H)-one ClC1=C(C=CC=C1)N1C=2N(C3=C(C1=O)C=NC(=N3)NC3=CC(=C(C=C3)OCCN3CCN(CC3)C)F)C=CN2